C(C)OCC=1C=C(C=CC1)Cl 3-(ethoxymethyl)chlorobenzene